1,3-dimethylpentanamine hydrochloride Cl.CC(CC(CC)C)N